tert-butyl N-[(2-chloro-1,6-naphthyridin-7-yl)methyl]carbamate ClC1=NC2=CC(=NC=C2C=C1)CNC(OC(C)(C)C)=O